4-[cyclohexyl-(methyl)amino]-6-methoxy-1,5-naphthyridine-3-carbonitrile C1(CCCCC1)N(C1=C(C=NC2=CC=C(N=C12)OC)C#N)C